CN(C(=O)N1CCN(CC1)C1=NC=C(C=N1)C(F)(F)F)CCC1=CNC(C(=C1)C(F)(F)F)=O N-methyl-N-(2-(6-oxo-5-(trifluoromethyl)-1,6-dihydropyridin-3-yl)ethyl)-4-(5-(trifluoromethyl)pyrimidin-2-yl)piperazine-1-carboxamide